((1r,4r)-4-methoxycyclohexyl)benzene-1,2-diamine COC1CCC(CC1)C1=C(C(=CC=C1)N)N